N1(N=CN=C1)C1=CC=C(/C=C/C=2C=C(C(=C(C=O)C2)O)OC)C=C1 (E)-5-(4-(1H-1,2,4-triazol-1-yl)styryl)-2-hydroxy-3-methoxybenzaldehyde